C(C)OC(CCC(=O)N1CC2=CC(=C(C(=C2C1)F)OC)OCCCOC=1C=C2CN(CC2=CC1OC)C(CCC(=O)OCC)=O)=O 4-(6-(3-((2-(4-ethoxy-4-oxobutanoyl)-6-methoxyisoindolin-5-yl)oxy)propoxy)-4-fluoro-5-methoxyisoindolin-2-yl)-4-oxobutanoic acid ethyl ester